C(C)(=O)OCC1OCC2(C1)CCN(CC2)C(=O)OC(C)(C)C tert-butyl 3-(acetoxymethyl)-2-oxa-8-azaspiro[4.5]decane-8-carboxylate